FC1=C(C=C(C=C1)C1=C(N=C(N1)N)C1=CC(=NC=C1)C)OC 5-(4-Fluoro-3-methoxyphenyl)-4-(2-methylpyridin-4-yl)-1H-imidazol-2-amine